C(C)C1=C(C=C2C(C=C(O2)C=O)=C1C(=O)OC)N(C1CCOCC1)CC methyl 5-ethyl-6-(ethyl(tetrahydro-2H-pyran-4-yl)amino)-2-formylbenzofuran-4-carboxylate